ClC=1C=CC=C2C=CC=C(C12)C1=C(C=2N=C(N=C(C2C=N1)N1CC(N(CC1)C(=O)[O-])CC#N)S(=O)(=O)C)F 4-[7-(8-chloro-1-naphthyl)-8-fluoro-2-methylsulfonyl-pyrido[4,3-d]pyrimidin-4-yl]-2-(cyanomethyl)piperazine-1-carboxylate